NC1=C(SC2=NC(=CN=C21)C)C(=O)N[C@H]2COC1=C(C2)C(=CC(=C1F)N1CC2CCC(C1)N2)F 7-amino-N-[(3R)-7-{3,8-diazabicyclo[3.2.1]octan-3-yl}-5,8-difluoro-3,4-dihydro-2H-1-benzopyran-3-yl]-3-methylthieno[2,3-b]pyrazine-6-carboxamide